1-(1-(2,3-dihydrobenzofuran-6-yl)ethyl)-4-(4-(methylthio)phenyl)piperazine O1CCC2=C1C=C(C=C2)C(C)N2CCN(CC2)C2=CC=C(C=C2)SC